N1CC(C1)C1=NN(C2=NC=CC(=C21)C=2C=NN(C2)CCN(C)C)C2=CC=C(C=C2)OC(F)(F)F 2-(4-(3-(azetidin-3-yl)-1-(4-(trifluoromethoxy)phenyl)-1H-pyrazolo[3,4-b]pyridin-4-yl)-1H-pyrazol-1-yl)-N,N-dimethylethane-1-amine